benzyl 17-(5-(2-aminopropan-2-yl)-2-(pyridin-3-yl)phenoxy)-3,6,9,12,15-pentaoxaheptadecanoate NC(C)(C)C=1C=CC(=C(OCCOCCOCCOCCOCCOCC(=O)OCC2=CC=CC=C2)C1)C=1C=NC=CC1